1-Ethyl-3-(3-dimethylaminopropyl)carbodiimid-hydrochlorid Cl.C(C)N=C=NCCCN(C)C